C(#C)C1=C2C(=CC(=CC2=CC=C1F)O)C1=C(C=2N=C(N=C(C2C=N1)N(C[C@@H]1NCCC1)C)OC[C@]12CCCN2C[C@@H](C1)F)F 5-ethynyl-6-fluoro-4-(8-fluoro-2-(((2R,7aS)-2-fluorotetrahydro-1H-pyrrolizin-7a(5H)-yl)methoxy)-4-(methyl(((R)-pyrrolidin-2-yl)methyl)amino)pyrido[4,3-d]pyrimidin-7-yl)naphthalen-2-ol